(4-amino-5-(5-cyclopropylpyrimidin-2-yl)-7-methyl-7H-pyrrolo[2,3-d]pyrimidin-6-yl)-3-azaspiro[5.5]undec-8-ene-3-carboxylic acid tert-butyl ester C(C)(C)(C)OC(=O)N1CC(C2(CC1)CC=CCC2)C2=C(C1=C(N=CN=C1N)N2C)C2=NC=C(C=N2)C2CC2